N-Ethyl-1-(4-(1-(tetrahydro-2H-pyran-4-yl)-[1,2,4]triazolo[4,3-a]quinoxalin-8-yl)phenyl)piperidin-4-amine C(C)NC1CCN(CC1)C1=CC=C(C=C1)C1=CC=C2N=CC=3N(C2=C1)C(=NN3)C3CCOCC3